[N+](=O)([O-])C1C2=CC=CC=C2C=2C=CC=CC12 9-nitrofluorene